FC=1C=C(C=CC1F)C(CCNC(=O)C1=CC(=NN1C)C1=CC=C2C(=NNC2=C1)C(=O)NC)O 6-(5-{[3-(3,4-Difluorophenyl)-3-hydroxypropyl]carbamoyl}-1-methyl-1H-pyrazol-3-yl)-N-methyl-1H-indazol-3-carboxamid